COC(=O)[C@H]1CN(CC1)C1=CC(=C(C(=C1)F)C=1C(=NC(=CC1)OCC1=CC=CC=C1)OCC1=CC=CC=C1)F (R)-1-(4-(2,6-bis(benzyloxy)pyridin-3-yl)-3,5-difluorophenyl)pyrrolidine-3-carboxylic acid methyl ester